COC=1C=C(C=CC1OC)C1=NN(C2=C1C=NC=1C=CC(=CC21)OC)C=2C=C1CCNCC1=CC2 6-[3-(3,4-dimethoxyphenyl)-8-methoxy-1H-pyrazolo[4,3-c]quinolin-1-yl]-1,2,3,4-tetrahydroisoquinoline